CN1N=CC(=C1)C=1C=CC=2N(C1)N=CC2C2=CCC(CC2)COC2=CC=CC=C2 1-methyl-4-{3-[4-(phenoxymethyl)cyclohex-1-en-1-yl]pyrazolo[1,5-a]pyridin-6-yl}pyrazole